ClC1=C(C=C(C=C1)N1C(C2(C3=NC(=CC=C31)C(=O)N)CCCC2)=O)F 1'-(4-chloro-3-fluorophenyl)-2'-oxo-1',2'-dihydrospiro[cyclopentane-1,3'-pyrrolo[3,2-b]pyridine]-5'-carboxamide